7-fluoro-3-(pyrrolidin-3-yl)isoquinolin-1(2H)-one FC1=CC=C2C=C(NC(C2=C1)=O)C1CNCC1